2-(bis(2-(benzyloxy)ethyl)amino)ethan-1-amine C(C1=CC=CC=C1)OCCN(CCN)CCOCC1=CC=CC=C1